(3-(2-(4-((4-fluoro-3-methylphenyl)carbamoyl)-1,3,5-trimethyl-1H-pyrrol-2-yl)-2-oxoacetamido)phenyl)boronic acid FC1=C(C=C(C=C1)NC(=O)C=1C(=C(N(C1C)C)C(C(=O)NC=1C=C(C=CC1)B(O)O)=O)C)C